2-Methyl-5-(4-nitrophenoxy)benzoic Acid CC1=C(C(=O)O)C=C(C=C1)OC1=CC=C(C=C1)[N+](=O)[O-]